3-bromo-2-(2,6-diethylphenyl)-5-(5-(trifluoromethyl)pyridin-2-yl)-4,5,6,7-tetrahydro-2H-pyrazolo[4,3-c]Pyridine BrC=1N(N=C2C1CN(CC2)C2=NC=C(C=C2)C(F)(F)F)C2=C(C=CC=C2CC)CC